4-(4-(methylamino)piperidin-1-yl)-1H-pyrrolo[2,3-b]pyridine-5-carboxamide CNC1CCN(CC1)C1=C2C(=NC=C1C(=O)N)NC=C2